3-(4-Chloro-1-methyl-1H-benzotriazol-5-yl)-3-[7-(hydroxymethyl)-1-benzothien-5-yl]propionic acid ethyl ester C(C)OC(CC(C=1C=C(C2=C(C=CS2)C1)CO)C1=C(C2=C(N(N=N2)C)C=C1)Cl)=O